FC(OC1=C(C=C(OC2CC(C2)NCC2=C3C=CN=CC3=CC=C2F)C=C1)F)F (1r,3r)-3-(4-(difluoromethoxy)-3-fluorophenoxy)-N-((6-fluoroisoquinolin-5-yl)methyl)cyclobutan-1-amine